ClC1=NC=C2N(C(N(C2=N1)C1CCC(CC1)C)=O)C 4-(2-chloro-7-methyl-8-oxo-7,8-dihydro-9H-purin-9-yl)-1-methylcyclohexane